2-chloromethyl-1,3,5-trifluorobenzene ClCC1=C(C=C(C=C1F)F)F